2-[8-(4-guanidinobenzoyl)oxyimidazo[1,2-a]pyridin-5-yl]acetic acid N(C(=N)N)C1=CC=C(C(=O)OC=2C=3N(C(=CC2)CC(=O)O)C=CN3)C=C1